(1S,2S-3R,4R)-3-((R)-1-acetamido-2-ethylbutyl)-4-(tert-butoxycarbonylamino)-2-hydroxycyclopentanecarboxylic acid methyl ester COC(=O)[C@@H]1[C@H]([C@H]([C@@H](C1)NC(=O)OC(C)(C)C)[C@@H](C(CC)CC)NC(C)=O)O